((R)-1-(1H-indol-3-yl)propan-2-yl)-3-(tert-butyldiphenylsilyloxy)-2-fluoro-2-methylpropan-1-amine N1C=C(C2=CC=CC=C12)C[C@@H](C)C(C(CO[Si](C1=CC=CC=C1)(C1=CC=CC=C1)C(C)(C)C)(C)F)N